2-chloro-N-(1-(4-fluorophenyl)-2,4-dimethylpent-4-en-2-yl)-6,7-dihydro-5H-cyclopenta[b]pyridine-3-carboxamide ClC1=C(C=C2C(=N1)CCC2)C(=O)NC(CC2=CC=C(C=C2)F)(CC(=C)C)C